CC1(C)CC(=CC(=C1)C)C 1,3,5-trimethyltoluene